(2-(2-methoxyethoxy)ethoxy)thiophene COCCOCCOC=1SC=CC1